C1(=CC=CC=C1)N(C1=CC=2N(C3=CC(=CC=C3C2C=C1)N(C1=CC=CC=C1)C1=CC=CC=C1)C1=CC=C(C=C1)C=1C=NC=CC1C1=CC=C(C=C1)C1=CC(=NC(=C1)C1=CC(=NC(=C1)C1=CC=CC=C1)C1=CC=CC=C1)C1=CC(=NC(=C1)C1=CC=CC=C1)C1=CC=CC=C1)C1=CC=CC=C1 N2,N2,N7,N7-tetraphenyl-9-(4-(4-(4-(2,2'',6,6''-tetraphenyl-[4,2':6',4''-terpyridin]-4'-yl)phenyl)pyridin-3-yl)phenyl)-9H-carbazole-2,7-diamine